CC1=NN(C(=C1CCC(=O)N1CCCC1)C)C=1C=CC=2N(N1)C(=NN2)C 3-(3,5-dimethyl-1-(3-methyl-[1,2,4]triazolo[4,3-b]pyridazin-6-yl)-1H-pyrazol-4-yl)-1-(pyrrolidin-1-yl)propan-1-one